(S)-1-(chloromethyl)-8-methoxy-3-(5-(3-morpholinopropionamido) benzo[b]selenophene-2-carbonyl)-2,3-dihydro-1H-benzo[e]indol-5-yl (4-nitrophenyl) carbonate C(OC=1C2=C(C=3[C@@H](CN(C3C1)C(=O)C1=CC3=C([Se]1)C=CC(=C3)NC(CCN3CCOCC3)=O)CCl)C=C(C=C2)OC)(OC2=CC=C(C=C2)[N+](=O)[O-])=O